3-oxo-4-(3,4-dimethoxyphenyl)-3,4-dihydropyrazine-2-carboxamide O=C1C(=NC=CN1C1=CC(=C(C=C1)OC)OC)C(=O)N